C1(CC1)C1=CC(=C(C=C1)[C@H]1CC2(CN(C2)C(=O)C2CC(C2)(C)O)CC1)C |r| (rac)-(6-(4-Cyclopropyl-2-methylphenyl)-2-azaspiro[3.4]octan-2-yl)((1s,3s)-3-hydroxy-3-methylcyclobutyl)methanon